1-(1-(1-((1-(4-(4-(3-amino-6-(2-hydroxyphenyl)pyridazin-4-yl)morpholin-2-yl)benzoyl)piperidin-4-yl)methyl)piperidin-4-yl)-2-methyl-1H-indol-4-yl)dihydropyrimidine-2,4(1H,3H)-dione NC=1N=NC(=CC1N1CC(OCC1)C1=CC=C(C(=O)N2CCC(CC2)CN2CCC(CC2)N2C(=CC3=C(C=CC=C23)N2C(NC(CC2)=O)=O)C)C=C1)C1=C(C=CC=C1)O